[Al].[Na].[Na] disodium aluminum